N-butyl-1-methyl-2-oxo-1,2-dihydrobenzo[cd]indole-6-sulfonamide C(CCC)NS(=O)(=O)C=1C=2C3=C(C(N(C3=CC1)C)=O)C=CC2